C(C#C)C([C@H]([C@@H]([C@@H]([C@H](C=O)O)O)O)O)O 6-propargyl-galactose